methyl (αE)-2-[[[3-(4-chlorophenyl)-1-methyl-1H-pyrazol-5-yl]oxy]methyl]-α-(methoxy-methylene)benzeneacetate ClC1=CC=C(C=C1)C1=NN(C(=C1)OCC1=C(C=CC=C1)\C(\C(=O)OC)=C/OC)C